C[C@H]1CC[C@@H](N(C1)C(C(=O)N)=O)C=1C=CC2=C(N=C(S2)C2CCOCC2)C1 2-((2R,5S)-5-methyl-2-(2-(tetrahydro-2H-pyran-4-yl)benzo[d]thiazol-5-yl)piperidin-1-yl)-2-oxoacetamide